[Li].OC=C1C(CC(CC1=O)C1=C2C=CNC2=CC=C1)=O 2-(hydroxy-methylene)-5-(1H-indol-4-yl)cyclohexane-1,3-dione lithium salt